NC1=NNC2=CC(=C(C(=C12)C=1C(=NN(C1C)C1CC2(CN(C2)C(C=C)=O)C1)C1=CC2=CN(N=C2C=C1)CCOC)Cl)C 1-(6-(4-(3-Amino-5-chloro-6-methyl-1H-indazol-4-yl)-3-(2-(2-methoxyethyl)-2H-indazol-5-yl)-5-methyl-1H-pyrazol-1-yl)-2-azaspiro[3.3]heptan-2-yl)prop-2-en-1-on